CNC1=C(C=CC=C1)O 2-(methylamino)phenol